C(C=C)OC1=C(C=CC=C1)C(F)(F)F 1-allyloxy-2-trifluoromethylbenzene